N1,N1'-((5-(3-(isoButylammonio)propoxy)-1,3-phenylene)bis-(methylene))bis(N3-(3-ammoniopropyl)propane-1,3-diaminium) hydrochloride salt Cl.C(C(C)C)[NH2+]CCCOC=1C=C(C=C(C1)C[NH2+]CCC[NH2+]CCC[NH3+])C[NH2+]CCC[NH2+]CCC[NH3+]